n-hexadeca-2-en-1-ol C(C=CCCCCCCCCCCCCC)O